5-(2,2-Difluoro-1-(methoxy-d3)vinyl)-4-methoxy-1-(methoxy-d3)-1H-indazol-3-amine FC(=C(OC([2H])([2H])[2H])C=1C(=C2C(=NN(C2=CC1)OC([2H])([2H])[2H])N)OC)F